N-(1-((3,5-dichloropyridin-4-yl)methyl)-1H-pyrazol-4-yl)-5-(furan-2-yl)isoxazole-3-carboxamide ClC=1C=NC=C(C1CN1N=CC(=C1)NC(=O)C1=NOC(=C1)C=1OC=CC1)Cl